OC1CCC(CC1)N1N=C2C=C(C(=CC2=C1)C(=O)NC1=CN=C2N1N=CC=C2)OC 2-((1r,4r)-4-hydroxycyclohexyl)-N-(imidazo[1,2-b]pyridazin-3-yl)-6-methoxy-2H-indazole-5-carboxamide